C(C)(C)S(=O)(=O)N1CCC2=C(CC1)SC(=N2)N 6-(isopropylsulfonyl)-5,6,7,8-tetrahydro-4H-thiazolo[4,5-d]azepin-2-amine